(t-butylimino)tris(dimethylamino)tantalum (V) C(C)(C)(C)N=[Ta](N(C)C)(N(C)C)N(C)C